BrC1=C(C=C(C=C1)SC(F)(F)F)F 1-bromo-2-fluoro-4-(trifluoromethylsulfanyl)benzene